C(C)(C)(C)OC(=O)\N=C/1\N(C(CC(N1)(CCCC=C)CC)=O)[C@@H]1CCOC2=CC=C(C=C12)C(=O)OC methyl (4R)-4-((E)-2-((tert-butoxycarbonyl)imino)-4-ethyl-6-oxo-4-(pent-4-en-1-yl)tetrahydropyrimidin-1(2H)-yl)chromane-6-carboxylate